(1R,2S)-5'-methoxy-2-[3-[[5-methoxy-6-(1,4-oxazepan-4-yl)pyrimidin-4-yl]amino]-1H-indazol-6-yl]spiro[cyclopropane-1,3'-indoline]-2'-one COC=1C=C2[C@]3(C(NC2=CC1)=O)[C@@H](C3)C3=CC=C1C(=NNC1=C3)NC3=NC=NC(=C3OC)N3CCOCCC3